C(C)C=1N=C(SC1)C=1C=CC(=NC1)OCCO 2-((5-(4-ethylthiazol-2-yl)pyridin-2-yl)oxy)ethan-1-ol